(2R)-4-(4-chloro-6,7-dihydro-5H-cyclopenta[d]pyridazin-1-yl)but-3-yn-2-ol ClC=1C2=C(C(=NN1)C#C[C@@H](C)O)CCC2